CC1=CC=C(C=N1)[C@@H](C)NC(C1=CC(=CC(=C1)OC=1SC=CN1)C=1SC(=CN1)C)=O N-[(1R)-1-(6-Methylpyridin-3-yl)ethyl]-3-(5-methyl-1,3-thiazol-2-yl)-5-(1,3-thiazol-2-yloxy)benzamide